COC(=O)C=1NC=C(C1)C1=CC=C(C=C1)C#N 4-(4-cyanophenyl)-1H-pyrrole-2-carboxylic acid methyl ester